3,3-difluoro-5'-methyl-1',2'-dihydrospiro[cyclobutane-1,3'-pyrrolo[3,2-b]pyridine] FC1(CC2(CNC=3C2=NC(=CC3)C)C1)F